7-(benzyloxy)-10-fluoro-4-hydroxy-2-methyl-3,4,5,6-tetrahydro-3,6-methanobenzo[c]azocin-1(2H)-one C(C1=CC=CC=C1)OC1=CC=C(C=2C(N(C3C(CC(C21)C3)O)C)=O)F